N1-((S)-1-(((S)-4-chloro-3-oxo-1-((S)-2-oxopyrrolidin-3-yl)butan-2-yl)amino)-4-methyl-1-oxopentan-2-yl)-N2-(2-fluorophenyl)oxalamide ClCC([C@H](C[C@H]1C(NCC1)=O)NC([C@H](CC(C)C)NC(C(=O)NC1=C(C=CC=C1)F)=O)=O)=O